(trans)-4-{[5-(N-{4-iodo-5-methyl-2-[(3R)-3-methylpyrrolidin-1-yl]phenyl}but-2-ynamido)-1-methylpyrazolo[4,3-b]pyridin-3-yl]oxy}cyclohexane-1-carboxylic acid IC1=CC(=C(C=C1C)N(C(C#CC)=O)C1=CC=C2C(=N1)C(=NN2C)O[C@@H]2CC[C@H](CC2)C(=O)O)N2C[C@@H](CC2)C